C(C)(=O)OSSOC(C)=O dithio diacetate